C(CCCCCCCCCCCCCCC)(=O)OCCCCCCCC octyl palmitat